OC(=O)C(F)(F)F.C1NC(CC2=CC=CC=C12)C(=O)N 1,2,3,4-tetrahydroisoquinoline-3-carboxamide TFA salt